(2,2,3,3,4,4,5,5,6,6,7,7,8,8,9,9,10,10,11,11,11-heneicosafluoroundecyl)oxirane FC(CC1OC1)(C(C(C(C(C(C(C(C(C(F)(F)F)(F)F)(F)F)(F)F)(F)F)(F)F)(F)F)(F)F)(F)F)F